3-fluoro-N-{6-[3-(prop-2-enamido)phenyl]quinolin-4-yl}benzamide FC=1C=C(C(=O)NC2=CC=NC3=CC=C(C=C23)C2=CC(=CC=C2)NC(C=C)=O)C=CC1